C(#N)C=1C=CC(=NC1)N1N=CN=C1[C@H](C)NC(=O)C1=CC(=CC2=C(N(N=C12)COC)OC(C)C)C(F)(F)F N-[(1S)-1-[2-(5-cyano-2-pyridyl)-1,2,4-triazol-3-yl]ethyl]-3-isopropoxy-2-(methoxymethyl)-5-(trifluoromethyl)indazole-7-carboxamide